N-(1''-(3-(cyano(cyclopentyl)methyl)benzoyl)dispiro[cyclopropane-1,1'-cyclohexane-4',3''-indolin]-5''-yl)methanesulfonamide C(#N)C(C=1C=C(C(=O)N2CC3(C4=CC(=CC=C24)NS(=O)(=O)C)CCC2(CC3)CC2)C=CC1)C1CCCC1